2-((3-aziridin-1-ylpropionyl) methyl)-2-ethylpropane-1,3-diylbis(aziridine-1-propionate) N1(CC1)CCC(=O)CC(CC1N(C1)CCC(=O)[O-])(CC1N(C1)CCC(=O)[O-])CC